Ethyl-(2S)-2-[4-bromo-5-fluoro-2-(4-ethoxy-4,5-dihydroisoxazol-3-yl)phenoxy]propanoat C(C)OC([C@H](C)OC1=C(C=C(C(=C1)F)Br)C1=NOCC1OCC)=O